methyl (2S)-3,3-dimethyl-2-(thiazol-5-ylamino)butanoate CC([C@@H](C(=O)OC)NC1=CN=CS1)(C)C